FC(OC1=CC=C(C=C1)C1=CC(=NC(=N1)C=1C=NN(C1)C)C(=O)N[C@H]1CCC2=NC=CC=C21)(F)F (S)-6-(4-trifluoromethoxyphenyl)-N-((S)-6,7-dihydro-5H-cyclopenta[B]Pyridin-5-yl)-2-(1-methyl-1H-pyrazol-4-yl)pyrimidine-4-carboxamide